tert-butyl (3-amino-2-fluoropropyl)carbamate NCC(CNC(OC(C)(C)C)=O)F